2-(2-azidoethoxy)-ethan-1-amine N(=[N+]=[N-])CCOCCN